(4-(5-(tert-butyl)-1,2,4-oxadiazol-3-yl)phenyl)(4-(5-methyloxazolo[4,5-b]pyridin-2-yl)piperazin-1-yl)methanone C(C)(C)(C)C1=NC(=NO1)C1=CC=C(C=C1)C(=O)N1CCN(CC1)C=1OC=2C(=NC(=CC2)C)N1